CON(C(=O)C1=CC=CC=2N(N=NC21)C2OCCCC2)C N-Methoxy-N-methyl-1-(oxan-2-yl)benzotriazole-4-carboxamide